ClC1=C(C(=CC=C1Cl)O)[C@H]1C[C@@H]2N(C(N(C2)C)=O)C1 (6R,7aS)-6-(2,3-dichloro-6-hydroxyphenyl)-2-methyl-tetrahydro-1H-pyrrolo[1,2-c]imidazol-3-one